5-[2-[[4-(4-aminophenyl)piperazin-1-yl]methyl]-7-azaspiro[3.5]nonan-7-yl]-2-(2,6-dioxo-3-piperidyl)isoindoline-1,3-dione NC1=CC=C(C=C1)N1CCN(CC1)CC1CC2(C1)CCN(CC2)C=2C=C1C(N(C(C1=CC2)=O)C2C(NC(CC2)=O)=O)=O